perfluorobutyl-tetrahydrofuran FC1(OC(C(C1(F)F)(F)F)(F)F)C(C(C(C(F)(F)F)(F)F)(F)F)(F)F